N-(4-bromo-2,5-difluorophenyl)-6-(difluoromethoxy)pyrazolo[1,5-a]pyridine-3-sulfonamide BrC1=CC(=C(C=C1F)NS(=O)(=O)C=1C=NN2C1C=CC(=C2)OC(F)F)F